C(C)OC(C(C)(C)OC1=C(C=C(C=C1C)CCCN1CCN(CC1)C1=CC=C(C=C1)C(F)(F)F)C)=O 2-(2,6-dimethyl-4-(3-(4-(4-(trifluoromethyl)phenyl)piperazin-1-yl)propyl)phenoxy)-2-methylpropanoic acid ethyl ester